C(CCCCCCCCCCCCC)(=O)OCCCCCCCCCCCCCC myristyl myristate